C(C1=CC=CC=C1)OC(=O)N1C[C@@H](CCC1)[C@H](CO)O.CC(C(CN1C=NN=C1)=O)(C)C |&1:16| 3,3-dimethyl-1-(1H-1,3,4-triazole-1-yl)butan-2-one benzyl-(R)-3-((RS)-1,2-dihydroxyethyl)piperidine-1-carboxylate